OCC[C@H](CC\C=C(/CCC=O)\C)C (S,Z)-10-hydroxy-4,8-dimethyldec-4-enal